rac-(1s,2r)-1-(2-methoxy-5-methylphenyl)-2-(2-methoxy-6-methylpyridin-3-yl)-N-((2-methylquinolin-5-yl)sulfonyl)cyclopropanecarboxamide COC1=C(C=C(C=C1)C)[C@]1([C@H](C1)C=1C(=NC(=CC1)C)OC)C(=O)NS(=O)(=O)C1=C2C=CC(=NC2=CC=C1)C |r|